COC(=O)C1=CN(C(C=C1)=O)C1(CC1)C.FC1(C(N=C(C2=CC=CC(=C12)F)C=1C=NC2=CC=CC=C2C1)(C)C)F 4,4,5-trifluoro-3,3-dimethyl-1-(3-quinolyl)isoquinoline methyl-1-(1-methylcyclopropyl)-6-oxo-1,6-dihydropyridine-3-carboxylate